ClC1=CC=C2CCO[C@]3(C[C@@H](N[C@@H](C3)C=3N=NN(C3)C)C)C2=C1 (1S,2'S,6'S)-7-chloro-2'-methyl-6'-(1-methyltriazol-4-yl)spiro[isochromane-1,4'-piperidine]